N-(3,3-difluoropiperidin-4-yl)-2,4-dimethyl-5-((2-(trifluoromethyl)pyridin-3-yl)methoxy)benzofuran-3-carboxamide FC1(CNCCC1NC(=O)C1=C(OC2=C1C(=C(C=C2)OCC=2C(=NC=CC2)C(F)(F)F)C)C)F